ClC=1C=C(C=NC1C(C)(F)F)C(=O)NCC=1C=NC=CC1C 5-Chloro-6-(1,1-difluoroethyl)-N-[(4-methylpyridin-3-yl)methyl]pyridin-3-carboxamid